1-methyl-4-(3-{[4-(1-methylimidazole-2-amido)-1H-pyrrol-2-yl]formamido}propanamido)imidazole-2-carboxamide CN1C(=NC(=C1)NC(CCNC(=O)C=1NC=C(C1)NC(=O)C=1N(C=CN1)C)=O)C(=O)N